N1(C=NC=C1)CCCCCCOC(C(=C)C)=O 6-(1H-imidazol-1-yl)hexylmethacrylate